1-[3-(dimethylamino)propyl]3-ethylcarbodiimide hydrochloride Cl.CN(CCCN=C=NCC)C